2-(4,6-dimethylpyrazolo[1,5-a]pyrazin-2-yl)-7-(1-methylpiperidin-4-yl)-4H-pyrido[1,2-a]pyrimidin-4-one CC=1C=2N(C=C(N1)C)N=C(C2)C=2N=C1N(C(C2)=O)C=C(C=C1)C1CCN(CC1)C